Cl.NC1CCCC(CCC1)O 5-aminocyclooctanol hydrochloride